(S)-4-(7-Chloro-8-fluoro-2-(methylthio)pyrido[4,3-d]pyrimidin-4-yl)-2-(cyanomethyl)piperidine ClC1=C(C=2N=C(N=C(C2C=N1)C1C[C@H](NCC1)CC#N)SC)F